C(C1=CC=CC=C1)OC(CCC[N+](CC(=O)OC(C)(C)C)(CCCNC(=O)OC(C)(C)C)CCCNC(=O)OC(C)(C)C)=O (4-benzyloxy-4-oxo-butyl)-bis[3-(tert-butoxycarbonylamino)propyl]-(2-tert-butoxy-2-oxo-ethyl)ammonium